BrC1=CC2=C(N3C(S2)=NC(=C3)C3=CC=C(C=C3)C3N(CCC3)C(=O)OC(C)(C)C)C=C1OC(F)F tert-butyl 2-(4-(7-bromo-6-(difluoromethoxy)benzo[d]imidazo[2,1-b]thiazol-2-yl)phenyl)pyrrolidine-1-carboxylate